3-(4-Chloro-2-morpholin-4-yl-thiazol-5-yl)-8-(1-ethylpropyl)-2,6-dimethyl-imidazo[1,2-b]pyridazine ClC=1N=C(SC1C1=C(N=C2N1N=C(C=C2C(CC)CC)C)C)N2CCOCC2